tert-butyl N-[1-(4-hydroxyphenyl)-4-piperidyl]-N-methyl-carbamate OC1=CC=C(C=C1)N1CCC(CC1)N(C(OC(C)(C)C)=O)C